C(C1=CC=CC=C1)N1C(C2(C(C2C1=O)C(=O)OCC)Br)=O ethyl 3-benzyl-1-bromo-2,4-dioxo-3-azabicyclo[3.1.0]hexane-6-carboxylate